(3RS)-3-{4-[(3aS,6aS)-5-[(1-{1-[6-(2-hydroxyphenyl)pyridazin-4-yl]-4-phenylpiperidine-4-carbonyl}piperidin-4-yl)methyl]-octahydropyrrolo[3,4-c]pyrrol-2-yl]phenyl}piperidine-2,6-dione OC1=C(C=CC=C1)C1=CC(=CN=N1)N1CCC(CC1)(C(=O)N1CCC(CC1)CN1C[C@@H]2[C@@H](C1)CN(C2)C2=CC=C(C=C2)[C@@H]2C(NC(CC2)=O)=O)C2=CC=CC=C2 |&1:42|